8-(2-Cyclopropylmethoxy-4-trifluoromethylphenoxy)-3-(6-trifluoromethylpyridazin-3-yl)-3-azabicyclo[3.2.1]octane C1(CC1)COC1=C(OC2C3CN(CC2CC3)C=3N=NC(=CC3)C(F)(F)F)C=CC(=C1)C(F)(F)F